2,2'-DIISOCYANO-BIPHENYL [N+](#[C-])C1=C(C=CC=C1)C1=C(C=CC=C1)[N+]#[C-]